ferrous eleostearate C(CCCCCCCC=CC=CC=CCCCC)(=O)[O-].[Fe+2].C(CCCCCCCC=CC=CC=CCCCC)(=O)[O-]